Glycine methyl ester chloride [Cl-].COC(CN)=O